2-(4-(8-(3-acrylamidophenyl)quinazolin-6-yl)-3-chlorobenzoylamino)isonicotinamide C(C=C)(=O)NC=1C=C(C=CC1)C=1C=C(C=C2C=NC=NC12)C1=C(C=C(C(=O)NC=2C=C(C(=O)N)C=CN2)C=C1)Cl